1-(tert-butyl)-5-methyl-3-(p-tolyl)-pyrazol-4-ol C(C)(C)(C)N1N=C(C(=C1C)O)C1=CC=C(C=C1)C